4-fluoroindane-1-carboxylic acid FC1=C2CCC(C2=CC=C1)C(=O)O